1-methyl-N-(5-(4-methylisoquinolin-6-yl)thiazol-2-yl)piperidine-4-carboxamide CN1CCC(CC1)C(=O)NC=1SC(=CN1)C=1C=C2C(=CN=CC2=CC1)C